3-(2,5-diazabicyclo[4.2.0]octane-2-yl)benzo[d]isothiazole C12N(CCNC2CC1)C1=NSC2=C1C=CC=C2